Cl.NC/C(/CN1N=CN(C1=O)CC=1SC(=CC1)C1=CC=C(C=C1)N1CCNCC1)=C\F 2-[(2E)-2-(aminomethyl)-3-fluoroprop-2-en-1-yl]-4-(5-[4-(piperazin-1-yl)phenyl]thiophen-2-ylmethyl)-2,4-dihydro-3H-1,2,4-triazol-3-one hydrochloride